7-trifluoromethyl-chroman FC(C1=CC=C2CCCOC2=C1)(F)F